N-(tert-butyl)-2-(ethylsulfonyl)-3-(6-(2,2,3,3,3-pentafluoropropoxy)pyridazin-3-yl)pyrazolo[1,5-a]pyrimidin-7-amine C(C)(C)(C)NC1=CC=NC=2N1N=C(C2C=2N=NC(=CC2)OCC(C(F)(F)F)(F)F)S(=O)(=O)CC